(1R,3S)-cyclohexane-1,3-diol [C@@H]1(C[C@H](CCC1)O)O